OCC1C2C3CC(C(C2CC1)C3)C(=O)OCCCC 3-hydroxymethyl-8-butoxycarbonyl-tricyclo[5.2.1.02,6]Decane